Cl.N1(CCNCC1)CC1=C(OC2(CC2)C(=O)O)C=C(C=C1)C(F)(F)F 1-(2-(piperazin-1-ylmethyl)-5-(trifluoromethyl)phenoxy)cyclopropane-1-carboxylic acid hydrochloride